5-chloro-2-(N-((1S,2R)-2-(6-fluoro-2,3-dimethylphenyl)-1-(5-oxo-4,5-dihydro-1,3,4-Oxadiazol-2-yl)propyl)sulfamoyl)-N-hydroxybenzamide ClC=1C=CC(=C(C(=O)NO)C1)S(N[C@@H]([C@H](C)C1=C(C(=CC=C1F)C)C)C=1OC(NN1)=O)(=O)=O